5-[[6-[5-(Trifluoromethyl)-2-thienyl]pyrazolo[4,3-b]pyridin-1-yl]methyl]pyridine-3-carbonitrile FC(C1=CC=C(S1)C=1C=C2C(=NC1)C=NN2CC=2C=C(C=NC2)C#N)(F)F